IC=1C(=NNC1)C1=NC(=CC=C1)C 2-(4-iodo-1H-pyrazol-3-yl)-6-methyl-pyridine